C1(C=CC(N1C=1SCCC1)=O)=O MaleimidoThiolene